Methyl 2-(4-(6-((4-cyano-2-fluorobenzyl) oxy) pyridin-2-yl)-2-(((trifluoromethyl) sulfonyl) oxy) benzyl)-1-(2-methoxyethyl)-1H-benzo[d]imidazole-6-carboxylate C(#N)C1=CC(=C(COC2=CC=CC(=N2)C2=CC(=C(CC3=NC4=C(N3CCOC)C=C(C=C4)C(=O)OC)C=C2)OS(=O)(=O)C(F)(F)F)C=C1)F